2-(4-(3-(piperidin-1-yl)propoxy)phenyl)ethylamine N1(CCCCC1)CCCOC1=CC=C(C=C1)CCN